FC=1C=C(C=CC1C(F)(F)F)NC1=C(C=C(C=C1)NC(C=C)=O)C=1N=CN(C1)C N-(4-((3-fluoro-4-(trifluoromethyl)phenyl)amino)-3-(1-methyl-1H-imidazol-4-yl)phenyl)acrylamide